4-(1-methyl-2-oxo-1,2,3,4-tetrahydroquinolin-6-yl)-5,6,7,8-tetrahydroisoquinolin-8-carboxylic acid CN1C(CCC2=CC(=CC=C12)C1=CN=CC=2C(CCCC12)C(=O)O)=O